ClC=1C(=CC(=NC1)OC)[C@H](C(=O)N1CC2(CC1)NC1=NC(=C(C=C1CC2)C2=NN(C(=N2)OC)C)C)C (2R)-2-(5-chloro-2-methoxypyridin-4-yl)-1-[6-(5-methoxy-1-methyl-1H-1,2,4-triazol-3-yl)-7-methyl-3,4-dihydro-1H-spiro[1,8-naphthyridine-2,3'-pyrrolidin]-1'-yl]propan-1-one